FC1(CCC(CC1)C1=NN=C(O1)C1(CN(C1)C(=O)[C@H]1N(CC2(CCC2)[C@@H](C1)O)C(=O)OC(C)(C)C)C(C)C)F tert-butyl (7S,9R)-7-(3-(5-(4,4-difluorocyclohexyl)-1,3,4-oxadiazol-2-yl)-3-isopropylazetidine-1-carbonyl)-9-hydroxy-6-azaspiro[3.5]nonane-6-carboxylate